9,9-dimethyl-2-(piperazin-1-ylmethyl)-6-(pyridin-2-yl)-9,10-dihydroacridine CC1(C2=CC=C(C=C2NC=2C=CC(=CC12)CN1CCNCC1)C1=NC=CC=C1)C